COCCOC=1C=C(OC2CN(C2)C=2C(=C(C(=O)OC)C=CC2)N2C=CC=C2)C=CC1OCCOC Methyl 3-(3-(3,4-bis(2-methoxyethoxy)phenoxy)azetidin-1-yl)-2-(1H-pyrrol-1-yl)benzoate